4-{4-[(1-benzothiophen-7-yl)methoxy]-3-methoxyphenyl}-2H,4H,5H,6H,7H-pyrazolo[3,4-b]pyridin-6-one S1C=CC2=C1C(=CC=C2)COC2=C(C=C(C=C2)C2C=1C(NC(C2)=O)=NNC1)OC